ClC1=CC=C(C=C1)C1=CC(=NC(=N1)C=1C=NC=CC1)N1C[C@H]([C@H](C1)F)O (3R,4S)-1-(6-(4-chlorophenyl)-2-(pyridin-3-yl)pyrimidin-4-yl)-4-fluoropyrrolidin-3-ol